ClC1=C(C(=CC=C1)OCC)N1C=C(C2=NC=C(C=C21)C=2C(=NOC2C)C)C2=CC=CC=C2 4-(1-(2-chloro-6-ethoxyphenyl)-3-phenyl-1H-pyrrolo[3,2-b]pyridin-6-yl)-3,5-dimethylisoxazole